COC=1N=C(C2=C(N1)CNCC2)N2C[C@H]1CC[C@@H](C2)N1C(=O)OC(C)(C)C tert-butyl (1R,5S)-3-(2-methoxy-5,6,7,8-tetrahydropyrido[3,4-d]pyrimidin-4-yl)-3,8-diazabicyclo[3.2.1]octane-8-carboxylate